FC(C1=CSC2=C1CCCC2)(F)F 3-(trifluoromethyl)-4,5,6,7-tetrahydrobenzothiophen